2-cyclopentylacetate C1(CCCC1)CC(=O)[O-]